bishexenyl ether C(=CCCCC)OC=CCCCC